5-({1,3-dioxo-2-[2-(propan-2-yloxy)acetyl]-2,3-dihydro-1H-inden-5-yl}oxy)-2-[2-(propan-2-yloxy)acetyl]-2,3-dihydro-1H-indene-1,3-dione O=C1C(C(C2=CC(=CC=C12)OC=1C=C2C(C(C(C2=CC1)=O)C(COC(C)C)=O)=O)=O)C(COC(C)C)=O